C(C)(C)(C)NC(CN(C1=C2C(=NC(=C1)C1=NC=CC=C1)CCC2)C)=O N-tert-butyl-2-{methyl[2-(pyridin-2-yl)-5H,6H,7H-cyclopenta[b]pyridin-4-yl]amino}acetamide